3β,5α,6β,7β,17β-pentahydroxyandrostane O[C@@H]1C[C@@]2([C@@H]([C@@H]([C@H]3[C@@H]4CC[C@@H]([C@@]4(C)CC[C@@H]3[C@]2(CC1)C)O)O)O)O